5,6-dibutylamino-1,8-diazabicyclo(5.4.0)-undecene C(CCC)NC1CC=CN2CCCNC2C1NCCCC